2-(1-benzhydryl-piperidin-4-yl)-7-(trifluoromethyl)-1,2,3,4-tetrahydro-2,6-naphthyridine C(C1=CC=CC=C1)(C1=CC=CC=C1)N1CCC(CC1)N1CC2=CC(=NC=C2CC1)C(F)(F)F